FC1(CN(CC1)C=1C(=NN2C1NC(=C(C2=O)C=2C=NC(=CC2)[N+](=O)[O-])C)C2=CC=CC=C2)F 3-(3,3-difluoropyrrolidin-1-yl)-5-methyl-6-(6-nitropyridin-3-yl)-2-phenylpyrazolo[1,5-a]pyrimidin-7(4H)-one